FC(C(=O)[O-])(F)F.COC=1C=C(\C=C\2/CC(C\C(\C2=O)=C/C2=CC(=C(C=C2)OC)OC)NC(=O)C=2C=C(C=CC2)[NH+](C)C)C=CC1OC 3-((3,5-Bis((E)-3,4-dimethoxybenzylidene)-4-oxocyclohexyl)carbamoyl)-N,N-dimethylbenzenaminium trifluoroacetate